N=C1N(CCN1)CC(=O)O 2-imino-1-imidazolidineacetic acid